FC1=CC=C(C2=C1N=C(O2)[C@H]2N(CCC1=C2N=CN1)C(=O)C1=C(N=CO1)C(F)F)F (S)-(4-(4,7-difluorobenzo[d]oxazol-2-yl)-6,7-dihydro-1H-imidazo[4,5-c]pyridin-5(4H)-yl)(4-(difluoromethyl)oxazol-5-yl)methanone